3-Amino-5-((2,2-difluorocyclopropyl)methyl)-1H-pyrazolo[4,3-c]pyridin-4(5H)-one NC1=NNC2=C1C(N(C=C2)CC2C(C2)(F)F)=O